9-{[2-(2,6-dioxopiperidin-3-yl)-1,3-dioxo-2,3-dihydro-1H-isoindol-4-yl]oxy}nonanamide O=C1NC(CCC1N1C(C2=CC=CC(=C2C1=O)OCCCCCCCCC(=O)N)=O)=O